C(#N)C1(CC1)C=1C=CC(=NC1)COC1=NN=C(S1)NC(=O)C=1C=NC(=CC1C1=C(C=CC=C1)OC)C N-(5-[[5-(1-cyanocyclopropyl)pyridin-2-yl]methoxy]-1,3,4-thiadiazol-2-yl)-4-(2-methoxyphenyl)-6-methylpyridine-3-carboxamide